2-(1-(6-methyl-1-(1-methyl-1H-indazol-5-yl)-2-(1-methyl-1H-pyrazol-4-yl)-7-oxo-6,7-dihydro-1'H,3H-spiro[dipyrrolo[2,3-b:3',2'-d]pyridine-8,4'-pyridin]-1'-yl)cyclopropyl)acetonitrile CN1C(C2(C=CN(C=C2)C2(CC2)CC#N)C2=C3C(=NC=C21)NC(=C3C=3C=C2C=NN(C2=CC3)C)C=3C=NN(C3)C)=O